1-((5-(Difluoromethyl)-4-(2-hydroxyprop-2-yl)-1H-pyrazol-3-yl)methyl)-3-(3-(difluoromethyl)-4-fluorophenyl)-1-(2-methoxypyrimidin-5-yl)urea FC(C1=C(C(=NN1)CN(C(=O)NC1=CC(=C(C=C1)F)C(F)F)C=1C=NC(=NC1)OC)C(C)(C)O)F